FC(C1=NN(C=C1NC(=O)C=1C=NN2C1N=C(C=C2)N2CCOCC2)C2CCN(CC2)CC2=CC(=NC=C2)N2C(NC(CC2)=O)=O)F N-(3-(difluoromethyl)-1-(1-((2-(2,4-dioxotetrahydropyrimidin-1(2H)-yl)pyridin-4-yl)methyl)piperidin-4-yl)-1H-pyrazol-4-yl)-5-morpholinopyrazolo[1,5-a]pyrimidine-3-carboxamide